1,5-Dimethyl-2-oxo-N-pyrimidin-2-yl-6,7-dihydro-5H-cyclopenta[b]pyridine-3-carboxamide CN1C2=C(C=C(C1=O)C(=O)NC1=NC=CC=N1)C(CC2)C